1,3-dichloro-1,1,2,2-tetrafluoropropane ClC(C(CCl)(F)F)(F)F